N[C@H](C(=O)NCC1=CC=CC=C1)C(C)C (S)-2-amino-N-benzyl-3-methylbutanamide